4-(4-(3-(3,4-difluorophenyl)ureido)phenyl)-7H-pyrrolo[2,3-d]pyrimidin FC=1C=C(C=CC1F)NC(NC1=CC=C(C=C1)C=1C2=C(N=CN1)NC=C2)=O